CN(CCCN(S(=O)(=O)CCCCCCCC)C(CCCCCCCCC(=O)OCC(CCCCCC)CCCC)CCCCCCCCC(=O)OCC(CCCCCC)CCCC)C bis(2-butyloctyl) 10-(N-(3-(dimethylamino)propyl)octylsulfonamido)nonadecanedioate